ClC1=CC(=C(C=C1)C1=C(N(N=N1)C)CN1N=CC(=CC1=O)C=1C=NC(=CC1)OC)F 2-[[5-(4-chloro-2-fluoro-phenyl)-3-methyl-triazol-4-yl]methyl]-5-(6-methoxy-3-pyridyl)pyridazin-3-one